3,5,7-trichloroindazole ClC1=NNC2=C(C=C(C=C12)Cl)Cl